4-[6-(3-Chloro-2,6-difluoro-benzyl)-4-cyano-3-hydroxy-pyridin-2-yl]-4-oxo-butyric acid ClC=1C(=C(CC2=CC(=C(C(=N2)C(CCC(=O)O)=O)O)C#N)C(=CC1)F)F